COC(C1=C(C(=NC=C1)C=O)N(C(=O)OC(C)(C)C)C(=O)OC(C)(C)C)=O (di-tert-Butoxycarbonylamino)-2-formylisonicotinic acid methyl ester